[Br-].C1(=CC=CC2=CC=CC=C12)C[Zn+] (naphthalen-1-ylmethyl)zinc(II) bromide